1-(4-(2-(4-Acetylpiperazin-1-yl)ethoxy)-3-fluoro-5-(trifluoromethyl-thiomethyl)phenyl)-3-(5-chloro-1H-indol-3-yl)urea C(C)(=O)N1CCN(CC1)CCOC1=C(C=C(C=C1CSC(F)(F)F)NC(=O)NC1=CNC2=CC=C(C=C12)Cl)F